tert-butyl 4-(6-bromo-1-methyl-benzimidazol-2-yl)piperazine-1-carboxylate BrC=1C=CC2=C(N(C(=N2)N2CCN(CC2)C(=O)OC(C)(C)C)C)C1